FC1(CCC(CC1)OC=1C=C(C2=C(CCO2)C1)NC(OC(C)(C)C)=O)F tert-Butyl (5-((4,4-difluorocyclohexyl)oxy)-2,3-dihydrobenzo-furan-7-yl)carbamate